C(C)(C)(C)OC([C@@H](NC(=O)OC1=CC=C(C=C1)[N+](=O)[O-])COC(C)(C)C)=O O-(tert-butyl)-N-((4-nitrophenoxy)carbonyl)-L-serine tert-butyl ester